2,6-dibenzyloxy-3-[6-[1-(4-chloro-2,3-difluoro-phenyl)-4-piperidyl]-5-fluoro-3-pyridyl]pyridine C(C1=CC=CC=C1)OC1=NC(=CC=C1C=1C=NC(=C(C1)F)C1CCN(CC1)C1=C(C(=C(C=C1)Cl)F)F)OCC1=CC=CC=C1